1,4-dioxaspiro[4.5]Dec-7-ene O1CCOC12CC=CCC2